4-(2-Amino-2-methylpropanoyl)-N-(1-(4-(2-(5-aminooctahydro-2H-isoindol-2-yl)butyl)phenyl)-2-oxo-1,2-dihydropyrimidin-4-yl)piperazine-1-carboxamide Hydrochloride Salt Cl.NC(C(=O)N1CCN(CC1)C(=O)NC1=NC(N(C=C1)C1=CC=C(C=C1)CC(CC)N1CC2CCC(CC2C1)N)=O)(C)C